C(C1=CC=CC=C1)N1C[C@H]([C@@H](C1)C1=CC=CC=C1)N trans-1-Benzyl-4-phenylpyrrolidin-3-amine